O=C1N(CCC(N1)=O)C=1C=C2C=CN(C2=C(C1)C)C1CCN(CC1)C(=O)OC(C)(C)C tert-Butyl 4-[5-(2,4-dioxo-1,3-diazinan-1-yl)-7-methyl-1H-indol-1-yl]piperidine-1-carboxylate